(R)-3-((5-chloro-4-(1-(benzenesulfonyl)-1H-pyrrolo[2,3-b]pyridin-3-yl)pyrimidin-2-yl)amino)pyrrolidine-1-carboxylic acid tert-butyl ester C(C)(C)(C)OC(=O)N1C[C@@H](CC1)NC1=NC=C(C(=N1)C1=CN(C2=NC=CC=C21)S(=O)(=O)C2=CC=CC=C2)Cl